1-(Benzo[d][1,3]dioxol-5-yl)-3-(2-chlorophenyl)-1-((6,7,8,9-tetrahydro-5H-[1,2,4]triazolo[4,3-a]azepin-3-yl)methyl)urea O1COC2=C1C=CC(=C2)N(C(=O)NC2=C(C=CC=C2)Cl)CC2=NN=C1N2CCCCC1